CC(C[C@H]1[C@@H](C[C@H]2N(CCC3=CC(=C(C=C23)OC)OCCC2=CC=C(C=C2)F)C1)O)(C)C (2R,3R,11bR)-3-(2,2-dimethylpropyl)-9-[2-(4-fluorophenyl)ethoxy]-10-methoxy-1H,2H,3H,4H,6H,7H,11bH-pyrido[2,1-a]isoquinolin-2-ol